N-(PROP-2-EN-1-YL)ACETAMIDE C(C=C)NC(C)=O